COC(=O)C1=NN(C=C1C=1C2=C(N=CN1)N(C=C2)COCC[Si](C)(C)C)C2(CN(C2)C(=O)OC(C)(C)C)CC#N 1-(1-(tert-Butyloxycarbonyl)-3-(cyanomethyl)azetidin-3-yl)-4-(7-((2-(trimethylsilyl)ethoxy)methyl)-7H-pyrrolo[2,3-d]pyrimidin-4-yl)-1H-pyrazole-3-carboxylic acid methyl ester